N[C@H]1CS(C2=C(N(C1=O)CC1=NC=C(C=C1)OC(C)C)C=C(C(=C2)F)C2=NOC(=N2)N2CCOC1(CC1)C2)(=O)=O (3R)-3-amino-8-fluoro-5-[(5-isopropoxy-2-pyridyl)methyl]-7-[5-(4-oxa-7-azaspiro[2.5]octan-7-yl)-1,2,4-oxadiazol-3-yl]-1,1-dioxo-2,3-dihydro-1lambda6,5-benzothiazepin-4-one